ClC=1N=C(C2=C(N1)C=CN2C)Cl 2,4-Dichloro-5-methyl-5H-pyrrolo[3,2-d]pyrimidine